2-(4-chloro-2-methoxyphenyl)-1-(1-tosyl-5-(trifluoromethyl)-1H-indol-3-yl)ethanone ClC1=CC(=C(C=C1)CC(=O)C1=CN(C2=CC=C(C=C12)C(F)(F)F)S(=O)(=O)C1=CC=C(C)C=C1)OC